ClC1=CC(=C2C(=N1)N(C(=N2)C=2COCCC2)CC2=C(C=C(C=C2)OC)OC)N2CCOCC2 4-(5-chloro-2-(5,6-dihydro-2H-pyran-3-yl)-3-(2,4-dimethoxybenzyl)-3H-imidazo[4,5-b]pyridin-7-yl)morpholine